ClC1=CC(=C(NC=C2C(OC(OC2=O)(C)C)=O)C=C1)C(F)(F)F 5-[[4-chloro-2-(trifluoromethyl)anilino]methylene]-2,2-dimethyl-1,3-dioxane-4,6-dione